C(C1=C(C=CC=C1)NC(N(C)C)=O)C1=C(C=CC=C1)NC(N(C)C)=O methylenediphenylenebis(N,N-dimethylurea)